FC(C(C(S(=O)(=O)O)(F)F)(F)F)(C(F)(F)F)F nonafluoro-n-butylsulphonic acid